N-[(E)-(4-chlorophenyl)methyleneamino]-4-methyl-benzenesulfonamide ClC1=CC=C(C=C1)\C=N\NS(=O)(=O)C1=CC=C(C=C1)C